OC1=C(C=C(C=C1)C(Cl)Cl)OC (4-hydroxy-3-methoxy-phenyl)methylene chloride